N[C@@H](C)C(=O)N[C@H](C)C(=O)O alanyl-d-alanine